6'-(((1S,3S)-3-((6-Cyclopropyl-1,2,4-triazin-3-yl)amino)cyclopentyl)amino)-3-(trifluoromethoxy)-2H-[1,3'-bipyridin]-2-one C1(CC1)C1=CN=C(N=N1)N[C@@H]1C[C@H](CC1)NC1=CC=C(C=N1)N1C(C(=CC=C1)OC(F)(F)F)=O